tert-butyl 4-(3-(4-(4-acetylpiperazine-1-carbonyl)-3-chlorophenylamino)azetidin-1-yl)piperidine-1-carboxylate C(C)(=O)N1CCN(CC1)C(=O)C1=C(C=C(C=C1)NC1CN(C1)C1CCN(CC1)C(=O)OC(C)(C)C)Cl